FC1(C2CC=3C(=NNC3CC21C)C(=O)NC2=CC=C(C=C2)C2CCNCC2)F 5,5-difluoro-5a-methyl-N-(4-(piperidin-4-yl)phenyl)-1,4,4a,5,5a,6-hexahydrocyclopropa[f]indazole-3-carboxamide